C(C)N1C(NC2=CC(=CC=C2C1=S)CN1CCN(CC1)C=1C=CC(=NC1C)C(=O)NC1COC1)=O 5-(4-((3-ethyl-2-oxo-4-thioxo-1,2,3,4-tetrahydroquinazolin-7-yl)methyl)piperazin-1-yl)-6-methyl-N-(oxetan-3-yl)picolinamide